CC(=CCOC1=CC=C(C=C1)CC(=O)O)C 4-(3-methyl-2-butenyloxy)phenylacetic acid